N-(2-fluoro-5-((3,4,5,6-tetrahydropyrrolo[3,4-c]pyrrol-2(1H)-yl)sulfonyl)phenyl)acetamide hydrochloride Cl.FC1=C(C=C(C=C1)S(=O)(=O)N1CC=2CNCC2C1)NC(C)=O